sec-octyl Cyanoacrylate C(#N)C(C(=O)OC(C)CCCCCC)=C